C(C1=CC=CC=C1)N(C(=O)N1[C@H]2[C@H](N(C[C@@H]1CC2)C(N(C2=CC=CC=C2)C2=CC=CC=C2)=O)C(=O)O)C(C)C (1R,2S,5S)-8-(benzyl(isopropyl)carbamoyl)-3-(diphenylcarbamoyl)-3,8-diazabicyclo[3.2.1]octane-2-carboxylic acid